[6-(2-methylimidazol-1-yl)pyrimidin-4-yl]piperidine-4-carboxylic acid CC=1N(C=CN1)C1=CC(=NC=N1)N1CCC(CC1)C(=O)O